4-((2-amino-4-(8-methoxy-[1,2,4]triazolo[1,5-a]pyridin-6-yl)-5-methylphenyl)amino)piperidine-1-carboxylic acid tert-butyl ester C(C)(C)(C)OC(=O)N1CCC(CC1)NC1=C(C=C(C(=C1)C)C=1C=C(C=2N(C1)N=CN2)OC)N